NC=1SC=2C(N(CCC2N1)C(=O)OCCCC)=O butyl 2-amino-4-oxo-6,7-dihydrothiazolo[5,4-c]pyridine-5(4H)-carboxylate